BrC=1C=C(COC2=C(C(=C(C=C2)C(CC(C)(C)C)=O)O)C)C=CC1 1-(4-(3-bromobenzyloxy)-2-hydroxy-3-methylphenyl)-3,3-dimethylbutan-1-one